ClC1=CC=C(CN(C(=O)[C@@H]2[C@H](CCC2)SC2=CC=C(C=C2)C)C2CCC(CC2)(F)F)C=C1 (1R,2S)-N-(4-chlorobenzyl)-N-(4,4-difluorocyclohexyl)-2-(p-tolylthio)cyclopentane-1-carboxamide